C(#N)C1(CC1)C1=NN(C(=C1C(F)(F)F)C(=O)NC1=CC(=NC=C1)SC)CC1(CC(C1)(F)F)C 3-(1-Cyanocyclopropyl)-1-((3,3-difluoro-1-methylcyclobutyl)methyl)-N-(2-(methylthio)pyridin-4-yl)-4-(trifluoromethyl)-1H-pyrazole-5-carboxamide